4-(4-(Methylsulfonyl)piperazin-1-yl)-N-phenethylaniline CS(=O)(=O)N1CCN(CC1)C1=CC=C(NCCC2=CC=CC=C2)C=C1